C(C)(C)(C)OC(NCC(=O)NCCN(C)C)=O [2-(2-Dimethylaminoethylamino)-2-oxo-ethyl]Carbamic acid tert-butyl ester